FC1=CC2=CC=C(C=C2C=C1)F 2,6-difluoronaphthalene